OC=1C=C(C=C(C1O)[N+](=O)[O-])\C=C/1\C(N(C(S1)=O)CC)=O (5Z)-5-[(3,4-dihydroxy-5-nitrophenyl)methylene]-3-ethyl-thiazolidine-2,4-dione